3-difluoromethyl-1-methyl-1H-pyrazole-4-carboxylic acid (2-bicyclopropyl-2-yl-phenyl)-amide C1(C(C1)C1=C(C=CC=C1)NC(=O)C=1C(=NN(C1)C)C(F)F)C1CC1